5-(1-tosyl-1H-indol-4-yl)pentanoic acid ethyl ester C(C)OC(CCCCC1=C2C=CN(C2=CC=C1)S(=O)(=O)C1=CC=C(C)C=C1)=O